N1N=C(C=2CC3C(CC12)C3)C(=O)N 1,4,4a,5,5a,6-hexahydrocyclopropa[f]indazole-3-carboxamide